NC=1C(=C(C=C2C=C(NC12)C)CO)F (7-Amino-6-fluoro-2-methyl-1H-indol-5-yl)methanol